2-[(2,2-dioxido-1,2-oxathiolan-4-yl)oxy]-1,3,2-dioxaphospholane O=S1(OCC(C1)OP1OCCO1)=O